OC1=C(C=C2C(=NC=NC2=C1)N1CCN(CC1)CCP(O)(O)=O)OC (2-(4-(7-hydroxy-6-methoxyquinazolin-4-yl)piperazin-1-yl)ethyl)phosphonic acid